ClC=1C(=NC(=NC1)N1C=NC=C1)C(=O)NC1=CC=C(C=C1)C 5-chloro-2-(1H-imidazol-1-yl)-N-p-tolylpyrimidine-4-carboxamide